BrC=1SC2=C(N1)C(=CC(=C2)C(=O)OC)C2COCC2 methyl 2-bromo-4-(oxolan-3-yl)-1,3-benzothiazole-6-carboxylate